2'-O-(2-(N-methylcarbamoyl)ethyl)guanosine CNC(=O)CCO[C@H]1[C@@H](O[C@@H]([C@H]1O)CO)N1C=NC=2C(=O)NC(N)=NC12